O=C1NC(CCC1C1=CC=C(C=C1)N1CCN(CC1)CCNC(OCCCC)=O)=O Butyl (2-(4-(4-(2,6-dioxopiperidin-3-yl)phenyl)piperazin-1-yl)ethyl)carbamate